1,4-bis(4,4'-dimethyl-2-oxazolin-2-yl)benzene CC1(N=C(OC1)C1=CC=C(C=C1)C=1OCC(N1)(C)C)C